sodium 1-pentansulfonate C(CCCC)S(=O)(=O)[O-].[Na+]